N[C@@]1(C([C@@H](CC1)NC=1C=2N(N=CC1C(=NC1=C(C=C(C=C1)O[Si](C)(C)C(C)(C)C)C)N)C=C(C2)Br)(C)C)C 4-[[(1R,3S)-3-amino-2,2,3-trimethyl-cyclopentyl]amino]-6-bromo-N'-[4-[tert-butyl(dimethyl)silyl]oxy-2-methyl-phenyl]pyrrolo[1,2-b]pyridazine-3-carboxamidine